[Na+].OC1=C(C=CC=C1)CC(=O)[O-] o-hydroxyphenylacetic acid sodium salt